5-amino-1,3-benzenedicarboxylic acid NC=1C=C(C=C(C1)C(=O)O)C(=O)O